2-(Cyclobutoxy)acetamide C1(CCC1)OCC(=O)N